methyl 1-(3-tert-butoxycarbonylphenyl)-6-oxo-pyridazine-3-carboxylate C(C)(C)(C)OC(=O)C=1C=C(C=CC1)N1N=C(C=CC1=O)C(=O)OC